OC1=C(C=C(CC2=C(C=C(OCC(=O)NOC)C=C2C)C)C=C1)C(C)C 2-(4-(4-hydroxy-3-isopropylbenzyl)-3,5-dimethylphenoxy)-N-methoxyacetamide